Methyl 4-((2-amino-9-((2R,3R,5S)-3-hydroxy-5-(hydroxymethyl)tetrahydrofuran-2-yl)-6,8-dioxo-1,6,8,9-tetrahydro-7H-purin-7-yl)methyl)benzoat NC=1NC(C=2N(C(N(C2N1)[C@@H]1O[C@@H](C[C@H]1O)CO)=O)CC1=CC=C(C(=O)OC)C=C1)=O